1-(4-methoxyphenyl)-3-methyl-8-(6-(1-methyl-1H-pyrazol-4-yl)pyridin-3-yl)-1,3-dihydro-2H-imidazo[4,5-c]quinolin-2-one COC1=CC=C(C=C1)N1C(N(C=2C=NC=3C=CC(=CC3C21)C=2C=NC(=CC2)C=2C=NN(C2)C)C)=O